1-isopropyl-2-methyl-6-(5-(4-methylpyridin-3-yl)-1H-pyrrolo[2,3-b]pyridin-3-yl)-1H-imidazo[4,5-c]pyridine C(C)(C)N1C(=NC=2C=NC(=CC21)C2=CNC1=NC=C(C=C12)C=1C=NC=CC1C)C